ClC=1C(=C(C=CC1)NC=1C2=C(N=CN1)C=CC(=N2)N2CC1(CCN1)CC2)F N-(3-Chloro-2-fluorophenyl)-6-(1,6-diazaspiro[3.4]octan-6-yl)pyrido[3,2-d]pyrimidin-4-amine